2-(2-ethoxyethoxy)ethyl-4-(6-(4-chlorophenyl)-4-(5-nitrothiophene-2-carboxamido)-1H-pyrazolo[3,4-d]pyrimidin-1-yl)piperidine-1-carboxylate C(C)OCCOCCOC(=O)N1CCC(CC1)N1N=CC=2C1=NC(=NC2NC(=O)C=2SC(=CC2)[N+](=O)[O-])C2=CC=C(C=C2)Cl